(R)-N-((S)-2-(dimethylamino)-3-(4-hydroxyphenyl)propyl)-3-(2-methylpyrimidin-5-yl)-3-(1-(trifluoromethyl)cyclopropyl)propanamide CN([C@H](CNC(C[C@@H](C1(CC1)C(F)(F)F)C=1C=NC(=NC1)C)=O)CC1=CC=C(C=C1)O)C